P(=O)(O)(O)OCC1=NC=C(C=N1)NC(O[C@H](C)[C@H](C)OC1=CC2=C(N=C(S2)C2=C3N=CC(=NC3=CC(=C2)C)OCC)C=C1F)=O (2R,3S)-3-((2-(2-ethoxy-7-methylquinoxalin-5-yl)-5-fluorobenzo[d]thiazol-6-yl)oxy)butan-2-yl (2-((phosphonooxy)methyl)pyrimidin-5-yl)carbamate